C(=O)C1=C(C(=O)N2C(COC(C2)C)COC2=C(C=O)C(=CC=C2)O)C=CC=C1O 2-((4-(2-formyl-3-hydroxybenzoyl)-6-methylmorpholin-3-yl)methoxy)-6-hydroxybenzaldehyde